C(C#CCC#N)#N pentyne-1,5-dinitrile